(Z)-1,4-Dibromo-2-(2-bromovinyl)-5-methoxybenzene BrC1=C(C=C(C(=C1)OC)Br)\C=C/Br